C1(CC1)C(C1CC1)NCC1=CC=C(CSC2=C3CN(C(C3=CC=C2)=O)C2C(NC(CC2)=O)=O)C=C1 3-(4-((4-(((dicyclopropylmethyl)amino)methyl)benzyl)thio)-1-oxoisoindolin-2-yl)piperidine-2,6-dione